1-methyl-indole-5-carboxamide CN1C=CC2=CC(=CC=C12)C(=O)N